Cl.FC1=C2C(NC=3C(=CC(=CC3C2=CC=C1)O)C)=O 7-fluoro-2-hydroxy-4-methyl-6(5H)-phenanthridinone hydrochloride